3,4,7,8-tetramethyl-1,10-phenanthrolinate CC=1C(=NC2=C3N=CC(=C(C3=CC=C2C1C)C)C)C(=O)[O-]